methyl 3-(3-(3-fluoro-4-methyl-5-(7-(4-methylpiperazin-1-yl)imidazo[1,2-a]pyridine-3-carboxamido)phenyl)-1,2,4-oxadiazol-5-yl)azetidine-1-carboxylate FC=1C=C(C=C(C1C)NC(=O)C1=CN=C2N1C=CC(=C2)N2CCN(CC2)C)C2=NOC(=N2)C2CN(C2)C(=O)OC